3-[[4-[2-amino-3-(3,3-difluorocyclobutyl)propoxy]-6-(2,6-dimethylphenyl)pyrimidin-2-yl]sulfamoyl]benzoic acid NC(COC1=NC(=NC(=C1)C1=C(C=CC=C1C)C)NS(=O)(=O)C=1C=C(C(=O)O)C=CC1)CC1CC(C1)(F)F